(2R,3R,4S,5R,6R)-2-(acetoxymethyl)-6-(2-(2-azidoethoxy) ethoxy)tetrahydro-2H-pyran-3,4,5-triyl triacetate C(C)(=O)O[C@@H]1[C@H](O[C@H]([C@@H]([C@H]1OC(C)=O)OC(C)=O)OCCOCCN=[N+]=[N-])COC(C)=O